(S)-8-bromo-4-(2-methoxyethyl)-3-methyl-5-oxo-N-((S)-1-phenylethyl)-2,3,4,5-tetrahydrobenzofuro[2,3-f][1,4]oxazepine-3-carboxamide BrC1=CC2=C(C=C1)C1=C(C(N([C@@](CO1)(C(=O)N[C@@H](C)C1=CC=CC=C1)C)CCOC)=O)O2